[3-(1H-1,2,4-triazol-5-yl)pyrrolidin-1-yl]methanone N1N=CN=C1C1CN(CC1)C=O